3-(1,1-difluoroethyl)azetidine FC(C)(F)C1CNC1